NC=1C(=C(OC1)C=O)C=1C=C2C=NC=NC2=CC1 amino-quinazolin-6-yl-furan-2-carbaldehyde